(±)-trans-N-(8-amino-6-(4-methylpyridin-3-yl)isoquinolin-3-yl)-2-(hydroxymethyl)cyclopropane-1-carboxamide NC=1C=C(C=C2C=C(N=CC12)NC(=O)[C@H]1[C@@H](C1)CO)C=1C=NC=CC1C |r|